methyl (S)-4-(7-((3H-imidazo[4,5-b]pyridin-5-yl)methyl)-2,7-diazaspiro[3.5]nonan-2-yl)-3-(3-(3,5-dimethyl-1H-pyrazol-1-yl)phenyl)butyrate N1=CNC2=NC(=CC=C21)CN2CCC1(CN(C1)C[C@@H](CC(=O)OC)C1=CC(=CC=C1)N1N=C(C=C1C)C)CC2